N-(3-isoPropoxy-4-(4-methylpiperazin-1-yl)phenyl)-5-methyl-7-((tetrahydro-2H-pyran-4-yl)methyl)-7H-pyrrolo[2,3-d]pyrimidin-2-amine C(C)(C)OC=1C=C(C=CC1N1CCN(CC1)C)NC=1N=CC2=C(N1)N(C=C2C)CC2CCOCC2